NC=1C=2N(C=CN1)C(=NC2C#CC=2C=C(C(=O)NC1=CC(=C(C=C1)CN1CCN(CC1)C)C(F)(F)F)C=CC2C)C 3-((8-amino-3-methylimidazo[1,5-a]pyrazin-1-yl)ethynyl)-4-methyl-N-(4-((4-methylpiperazin-1-yl)methyl)-3-(trifluoromethyl)phenyl)benzamide